(S)-2-((S)-3-(5-((S)-1-amino-2,2,2-trifluoroethyl)-6-oxo-1,6-dihydropyridin-3-yl)-4,4-difluoropiperidin-1-yl)-N-(5-(2,4-difluorophenoxy)pyridin-2-yl)propanamide N[C@H](C(F)(F)F)C1=CC(=CNC1=O)[C@H]1CN(CCC1(F)F)[C@H](C(=O)NC1=NC=C(C=C1)OC1=C(C=C(C=C1)F)F)C